OC(COC1=C(C=C(C=C1C)C1=NC2=CC(=CC(=C2C(N1)=O)OC)OC)C)CO 2-[4-(2,3-dihydroxypropoxy)-3,5-dimethylphenyl]-5,7-dimethoxy-3,4-dihydroquinazolin-4-one